5-{4-[(3-ethyl-2-oxo-1,4-dihydroquinazolin-7-yl)methyl]piperazin-1-yl}-N,6-dimethylpyridine-2-carboxamide C(C)N1C(NC2=CC(=CC=C2C1)CN1CCN(CC1)C=1C=CC(=NC1C)C(=O)NC)=O